O1CCN(CC1)CCNCC=1C=C2N(C3=CC=C(C=C3N=C2N)C2=CC=NN2)C1 2-(((morpholinoethyl)amino)methyl)-7-(1H-pyrazol-5-yl)pyrrolo[1,2-a]quinoxalin-4-amine